C(=O)(O)N=C=N carboxyl-carbodiimide